C(C)(C)(C)OC(=O)N([C@@H](C)C1CCC1)CC=1C=C(C=2N(C1)C=CN2)C(=O)O (S)-6-(((tert-butoxycarbonyl)(1-cyclobutylethyl)amino)methyl)imidazo[1,2-a]pyridine-8-carboxylic acid